Cl.C(C)N(C=1SC2=C(N1)C=CC(=C2)C2=NC(=NC=C2F)NC2=NC=C(C=C2)CN2CCNCC2)CC N,N-diethyl-6-(5-fluoro-2-((5-(piperazine-1-ylmethyl)pyridine-2-yl)amino)pyrimidine-4-yl)benzothiazole-2-amine hydrochloride